C1(CC1)CN1CCN(CC1)C(=O)C1=CC=C(C=C1)C1=NOC(=C1)C1=NNC2=CC(=C(C=C12)F)OCCOC 3-(3-{4-[4-(Cyclopropylmethyl)piperazine-1-carbonyl]phenyl}-1,2-oxazol-5-yl)-5-fluoro-6-(2-methoxyethoxy)-1H-indazole